C(C)(C)(C)OC(=O)NC1=C(SC2=C1C=CC=C2)/C=C(/C(=O)OCC)\CC#N ethyl (E)-3-[3-(tert-butoxycarbonylamino)benzothiophen-2-yl]-2-(cyanomethyl)prop-2-enoate